FC=1C=CC=C2C=C(C=NC12)C1=NC(SC2=C1C=CC=C2SC)(C)C 4-(8-fluoro-3-quinolyl)-2,2-dimethyl-8-methylsulfanyl-1,3-benzothiazine